(2S,3R,4R,5S)-1-(2,6-difluoro-4-(pyrrolidin-1-yl)phenethyl)-2-(hydroxymethyl)piperidine-3,4,5-triol FC1=C(CCN2[C@H]([C@H]([C@@H]([C@H](C2)O)O)O)CO)C(=CC(=C1)N1CCCC1)F